dioxo-1,2,4-triazolidin O=C1NC(NN1)=O